NC=1C2=C(N=CN1)N(C(=C2C(=O)NC2=CC=C(C=C2)COC)C=2C=NC(=CC2)CO)C2(CC2)C 4-amino-6-(6-(hydroxymethyl)pyridin-3-yl)-N-(4-(methoxymethyl)phenyl)-7-(1-methylcyclopropyl)-7H-pyrrolo[2,3-d]pyrimidine-5-carboxamide